C=C(C(=O)OCC=1N=NN(N1)CC1=CC=C(C=C1)OC)CC(=O)OCC1=CC=C(C=C1)OC 4-(4-methoxybenzyl) 1-(2-(4-methoxybenzyl)-2H-tetrazol-5-yl)methyl 2-methylenesuccinate